Cl.ClC=1C(=C(C=CC1)C(C(F)F)C(CN)NC1CC1)F (1-(3-chloro-2-fluorophenyl)-2,2-difluoroethyl)-N1-cyclopropylethane-1,2-diamine hydrochloride